C(#N)C1=CC=C(C(=O)N[C@H]2C[C@H](CCC2)NC2=CC(=NC3=CC=CC=C23)C(F)(F)F)C=C1 4-cyano-N-[(1R,3S)-3-{[2-(trifluoromethyl)quinolin-4-yl]amino}cyclohexyl]benzamide